1-(isoxazole-4-carbonyl)piperidine O1N=CC(=C1)C(=O)N1CCCCC1